C(CCC)[Sn](C1=NC=CC=N1)(CCCC)CCCC 2-(tributyl-stannyl)pyrimidine